C(CC)NC(=O)C1CCNO1 N-propylisoxazolidine-5-carboxamide